5-(2-furanyl)-1,2,3,4,5,6-hexahydro-7H-cyclopenta[b]pyridin-7-one O1C(=CC=C1)C1CC(C=2NCCCC21)=O